BrCCCCSC=1OC(=NN1)C1=C(C=C(C=C1)Cl)Cl 2-((4-bromobutyl)thio)-5-(2,4-dichlorophenyl)-1,3,4-oxadiazole